CC1=CC=C(C=C1)S(=O)(=O)OCC1(C2=CC=C(C=C2C=2C=C(C=CC12)C)C)COS(=O)(=O)C1=CC=C(C)C=C1 3,6-dimethylfluorene-9,9-dimethanol di-p-toluenesulfonate